CN1CCN(CC1)S(=O)(=O)C1=CC=C(CN2C(NC3=CC=C(C=C3C2=O)N)=O)C=C1 3-[4-(4-methylpiperazinesulfonyl)benzyl]-6-amino-2,4(1H,3H)-quinazolinedione